trans-N1-(5-(4-fluoro-1-isopropyl-2-methyl-1H-benzo[d]imidazol-6-yl)pyrrolo[2,1-f][1,2,4]triazin-2-yl)-N3,N3-dimethylcyclobutane-1,3-diamine FC1=CC(=CC=2N(C(=NC21)C)C(C)C)C=2C=CN1N=C(N=CC12)N[C@@H]1C[C@H](C1)N(C)C